NC=1C(NC2=CC=C(C=C2C1C1=C2C=NNC2=C(C=C1)C)Cl)=O 3-amino-6-chloro-4-(7-methyl-1H-indazol-4-yl)-1H-quinolin-2-one